2,5-diazabicyclo[2.2.1]heptan-2-carboxamide C12N(CC(NC1)C2)C(=O)N